BrC=1C=NC=C(C1)C=1C=NN(C1)[C@H](C)C1=CC=C(C=C1)F |r| racemic-3-bromo-5-(1-(1-(4-fluorophenyl)ethyl)-1H-pyrazol-4-yl)pyridine